(3-acrylamidopropyl)dimethylammonium butyl-7-hydroxy-1-methyl-3,8-diazabicyclo[3.2.1]octane-8-carboxylate C(CCC)OC(=O)N1C2(CNCC1CC2O)C.C(C=C)(=O)NCCC[NH+](C)C